C(C1=CC=CC=C1)C1(CN(CC1)C(=O)C1CC1)C=1C=C2C=NN(C2=CC1C)C=1C=CC(N(C1)C)=O 5-(5-(3-benzyl-1-(cyclopropanecarbonyl)pyrrolidin-3-yl)-6-methyl-1H-indazol-1-yl)-1-methylpyridin-2(1H)-one